N-[1-(3-fluoro-4-iodopyridin-2-yl)-1H-pyrazol-3-yl]-2-(trifluoromethyl)benzamide ethyl-2-((4-(3-bromopropoxy)phenyl)sulfonamido)-4-(4-methylnaphthalen-1-yl)benzoate C(C)OC(C1=C(C=C(C=C1)C1=CC=C(C2=CC=CC=C12)C)NS(=O)(=O)C1=CC=C(C=C1)OCCCBr)=O.FC=1C(=NC=CC1I)N1N=C(C=C1)NC(C1=C(C=CC=C1)C(F)(F)F)=O